COC(=O)C1=NC(=NC(=C1)NC1CCN(CC1)C(C)=O)SC(C)(C)C 6-((1-acetylpiperidin-4-yl)amino)-2-(tert-butylthio)pyrimidine-4-carboxylic acid methyl ester